2-[3-[6-amino-4-ethyl-5-(4-hydroxyphenyl)-3-pyridinyl]phenyl]acetonitrile NC1=C(C(=C(C=N1)C=1C=C(C=CC1)CC#N)CC)C1=CC=C(C=C1)O